3-(1-oxophthalazin-2(1H)-yl)piperidine-2,6-dione O=C1N(N=CC2=CC=CC=C12)C1C(NC(CC1)=O)=O